CC1CN(C(=O)NC1=O)[C@H]2C[C@@H]([C@H](O2)COP(=O)(O)O)O The molecule is a pyrimidine 2'-deoxyribonucleoside 5'-monophosphate having dihydrothymine as the nucleobase. It has a role as a Mycoplasma genitalium metabolite. It derives from a dTMP.